tert-butyl 4-[5-(trifluoromethyl)-1H-imidazol-2-yl]piperidine-1-carboxylate FC(C1=CN=C(N1)C1CCN(CC1)C(=O)OC(C)(C)C)(F)F